(R)-(2-methylprop-2-yl)(oxo)-λ4-sulfanamine CC(C)(C)[S@](N)=O